FC([C@H]1[C@@H](CCC1)CO)(F)F |r| rac-[(1R,2R)-2-(trifluoromethyl)cyclopentyl]methanol